(1R,2S)-2-(3-((6-(3-oxa-8-azabicyclo[3.2.1]octan-8-yl)-5-methoxypyrimidin-4-yl)amino)-1H-indazol-6-yl)-5'-methoxyspiro[cyclopropane-1,3'-indolin]-2'-one C12COCC(CC1)N2C2=C(C(=NC=N2)NC2=NNC1=CC(=CC=C21)[C@@H]2C[C@@]21C(NC2=CC=C(C=C12)OC)=O)OC